2-[[6-(1,3-Benzothiazol-2-ylamino)-5-methyl-pyridazin-3-yl]-(4,5-dihydroxypentyl)amino]-5-[3-[2-fluoro-4-[3-(methylamino)prop-1-ynyl]phenoxy]propyl]thiazole-4-carboxylic acid S1C(=NC2=C1C=CC=C2)NC2=C(C=C(N=N2)N(C=2SC(=C(N2)C(=O)O)CCCOC2=C(C=C(C=C2)C#CCNC)F)CCCC(CO)O)C